(3S)-7-hydroxy-6,8-diiodo-1,2,3,4-tetrahydroisoquinoline OC1=C(C=C2CCNCC2=C1I)I